FC(CN1CC(N(CC1)C(=O)OCC1=CC=CC=C1)C1=CC(=C(C=C1)C(=O)OC)CC)F Benzyl 4-(2,2-difluoroethyl)-2-(3-ethyl-4-(methoxycarbonyl)phenyl)piperazine-1-carboxylate